2-(2,4-Dichloro-phenyl)-5-methyl-1-[4-(5-nitrooxy-pent-1-ynyl)-phenyl]-1H-imidazole-4-carboxylic acid morpholin-4-ylamide N1(CCOCC1)NC(=O)C=1N=C(N(C1C)C1=CC=C(C=C1)C#CCCCO[N+](=O)[O-])C1=C(C=C(C=C1)Cl)Cl